ClC=1C=C(C(=NC1)N1C([C@H](N(C(C1)=O)CC1=CC=C(C=C1)Cl)C1COC1)=O)F (R)-1-(5-chloro-3-fluoro-pyridin-2-yl)-4-(4-chloro-benzyl)-3-(oxetan-3-yl)-piperazine-2,5-dione